4-[5-(aminomethyl)pyrimidin-2-yl]-3-[(2-methyl-5-piperidin-1-ylpyrazol-3-yl)methyl]benzonitrile NCC=1C=NC(=NC1)C1=C(C=C(C#N)C=C1)CC=1N(N=C(C1)N1CCCCC1)C